tert-butyl 3-((3-(2-aminopyrimidin-5-yl)-5-morpholinophenyl)sulfonyl)azetidine-1-carboxylate NC1=NC=C(C=N1)C=1C=C(C=C(C1)N1CCOCC1)S(=O)(=O)C1CN(C1)C(=O)OC(C)(C)C